1-methoxy-N-(4-((2-(4-methoxypiperidin-1-yl)pyrimidin-5-yl)oxy)-3-methylphenyl)cyclopropane-1-carboxamide COC1(CC1)C(=O)NC1=CC(=C(C=C1)OC=1C=NC(=NC1)N1CCC(CC1)OC)C